C1(=CCCCC1)C(=O)OCC ethyl cyclohex-1-en-1-carboxylate